ClC1=C(C=C(OCC(=O)NC23CC(C2)(C3)NC(=O)[C@@H]3COC2=C(O3)C=CC=C2)C=C1)F (2S)-N-{3-[2-(4-chloro-3-fluorophenoxy)acetamido]bicyclo[1.1.1]pentan-1-yl}-2,3-dihydro-1,4-benzodioxin-2-carboxamide